ClC=1C=C(C=NC1N1CCN(CC1)CC(F)(F)F)C1=NOC(=C1)C(=O)O 3-(5-chloro-6-(4-(2,2,2-trifluoroethyl)piperazin-1-yl)pyridin-3-yl)isoxazole-5-carboxylic acid